(S)-1-(3,4-dichlorophenyl)-5-(5-(3,5-dimethylisoxazol-4-yl)-1-((1R,3R)-3-hydroxycyclopentyl)-1H-benzo[d]imidazol-2-yl)pyrrolidin-2-one ClC=1C=C(C=CC1Cl)N1C(CC[C@H]1C1=NC2=C(N1[C@H]1C[C@@H](CC1)O)C=CC(=C2)C=2C(=NOC2C)C)=O